C(CCC)C1=CC=C(C=C1)N=CCC1=CC=CC(=N1)C(C)=O 6-(4-Butylphenylimino)ethyl-2-acetylpyridin